ClC=1C=C(C=CC1)C1=CC=2C3=C(C=NC2C=C1)N(C(N3C=3C=C(C#N)C=CC3C)=N)C 3-(8-(3-Chlorophenyl)-2-imino-3-methyl-2,3-dihydro-1H-imidazo[4,5-c]quinolin-1-yl)-4-methylbenzonitrile